C1(CC1)N1CCN(CC1)C1CCNCC1 cyclopropyl-4-(piperidin-4-yl)piperazine